sodium (S)-3-(3-(1,6-dimethyl-4-oxido-2-oxo-1,2-dihydropyridin-3-yl)ureido)-3-(3-(3,5-dimethyl isoxazol-4-yl)phenyl)propanoate CN1C(C(=C(C=C1C)[O-])NC(N[C@@H](CC(=O)[O-])C1=CC(=CC=C1)C=1C(=NOC1C)C)=O)=O.[Na+].[Na+]